O1C=NC2=C1C=C(C=C2)CN(C(=O)[C@H]2N(CCC2)S(=O)(=O)C2=CC=C(C)C=C2)C2CC1CC1CC2 (2S)-N-(benzo[d]oxazol-6-ylmethyl)-N-(bicyclo[4.1.0]heptan-3-yl)-1-tosylpyrrolidine-2-carboxamide